Stilben Lithium [Li].C1(=CC=CC=C1)C=CC1=CC=CC=C1